(4-(2-(3,4-dimethoxyphenyl)-3-ethyl-1H-indol-5-yl)piperidin-1-yl)(4-methylpiperidin-4-yl)methanone COC=1C=C(C=CC1OC)C=1NC2=CC=C(C=C2C1CC)C1CCN(CC1)C(=O)C1(CCNCC1)C